8,10-dibromo-5-chloro-3-methyl-3λ6-thia-2,4-diazabicyclo[4.4.0]deca-1(6),2,4,7,9-pentaene 3-oxide BrC1=CC=2C(=NS(=NC2C(=C1)Br)(C)=O)Cl